The molecule is an organophosphate oxoanion arising from deprotonation of the phosphate OH groups of 1-alpha-D-galactosyl-sn-glycerol 3-phosphate; major species at pH 7.3. It is a conjugate base of a 1-alpha-D-galactosyl-sn-glycerol 3-phosphate. C([C@@H]1[C@@H]([C@@H]([C@H]([C@H](O1)OC[C@H](COP(=O)([O-])[O-])O)O)O)O)O